3-(2-amino-6-chloropyrimidin-4-yl)benzonitrile NC1=NC(=CC(=N1)C=1C=C(C#N)C=CC1)Cl